FC=1C=C(C=C2CC(CC12)C=O)NC(CN1CCOCC1)=O N-(7-fluoro-2-formyl-indan-5-yl)-2-morpholino-acetamide